FC(C(=O)O)(F)F.FC(C(=O)O)(F)F.FC(C(=O)O)(F)F.C(C(C)C)N1CCC(CC1)N1CCC(CC1)C=1C=C(C2=C(NC(=N2)C2=CC=C(C=C2)S(=O)(=O)C2=CC=CC=C2)C1)C 6-(1'-isobutyl-[1,4'-bipiperidin]-4-yl)-4-methyl-2-(4-(phenylsulfonyl)phenyl)-1H-benzo[d]imidazole tris(2,2,2-trifluoroacetate)